COC(=O)C=1C2CCC(C1C(=O)OC)C2 bicyclo[2.2.1]hept-2-ene-2,3-dicarboxylic acid dimethyl ester